The molecule is a biaryl that is 2,2',3,3'-tetrahydro-4H,4'H-9,9'-bibenzo[g]chromene-4,4'-dione substituted by hydroxy groups at positions 5, 5', 6, 6', 8 and 8' and methyl groups at positions 2, 2', 3 and 3' (the 2R,2'S,3R,3'R stereoisomer). It has been isolated from Chaetomium gracile. It has a role as a Chaetomium metabolite. It is a benzochromenone, a member of phenols and a biaryl. C[C@@H]1[C@H](OC2=C(C1=O)C(=C3C(=C2)C(=C(C=C3O)O)C4=C(C=C(C5=C(C6=C(C=C54)O[C@H]([C@H](C6=O)C)C)O)O)O)O)C